8-((3-chloro-5-(methoxymethyl)phenyl)sulfonyl)-3-morpholino-1-oxa-8-azaspiro[4.5]decane ClC=1C=C(C=C(C1)COC)S(=O)(=O)N1CCC2(CC(CO2)N2CCOCC2)CC1